O=C(C(=C)C)N1CCOCC1 4-(1-oxo-2-methyl-2-propenyl)-morpholine